N-(3-propylamino)-imidazole CCCNN1C=NC=C1